(S)-2-((((9H-fluoren-9-yl)methoxy)carbonyl)amino)-4-((3-chlorophenyl)(methyl)amino)butanoic acid hydrochloride Cl.C1=CC=CC=2C3=CC=CC=C3C(C12)COC(=O)N[C@H](C(=O)O)CCN(C)C1=CC(=CC=C1)Cl